The molecule is a tetracyclic diterpenoid that is 10-deacetylbaccatin III having O-methyl groups attached at positions 7 and 10 as well as an O-(2R,3S)-3-[(tert-butoxycarbonyl)amino]-2-hydroxy-3-phenylpropanoyl group attached at position 13. Acts as a microtubule inhibitor, binds tubulin and promotes microtubule assembly and simultaneously inhibits disassembly. It has a role as an antineoplastic agent and a microtubule-stabilising agent. It derives from a 10-deacetylbaccatin III. CC1=C2[C@H](C(=O)[C@@]3([C@H](C[C@@H]4[C@]([C@H]3[C@@H]([C@@](C2(C)C)(C[C@@H]1OC(=O)[C@@H]([C@H](C5=CC=CC=C5)NC(=O)OC(C)(C)C)O)O)OC(=O)C6=CC=CC=C6)(CO4)OC(=O)C)OC)C)OC